2-(((3S,6S,7aS,8aR,9aR)-3-(3-(3-methyl-1,2,4-oxadiazol-5-yl)azetidine-1-carbonyl)-5-oxodecahydro-1H-cyclopropa[d]pyrrolo[1,2-a]azocin-6-yl)carbamoyl)benzo[b]thiophen CC1=NOC(=N1)C1CN(C1)C(=O)[C@@H]1CC[C@H]2N1C([C@H](C[C@H]1[C@@H](C2)C1)NC(=O)C1=CC2=C(S1)C=CC=C2)=O